(S)-2-benzyl-1,2,5-thiadiazolidine-3-carboxylic acid methyl ester 1,1-dioxide COC(=O)[C@H]1N(S(NC1)(=O)=O)CC1=CC=CC=C1